4-(4-methylpiperidin-1-yl)pyridine CC1CCN(CC1)C1=CC=NC=C1